ClC=1C=C(C=CC1)C1=NC(=NC(=N1)C1=CC=C(C=C1)C1=NC(=NC(=N1)C1=CC=CC=C1)C1=CC=CC=C1)C1=CC=CC=C1 2-(3-chlorophenyl)-4-(4-(4,6-diphenyl-1,3,5-triazin-2-yl)phenyl)-6-phenyl-1,3,5-triazine